C(#N)C1=CC(=C(COC2=CC=CC(=N2)C=2CCN(CC2)C(=O)OC(C)(C)C)C=C1)F Tert-butyl 6-((4-cyano-2-fluorobenzyl) oxy)-3',6'-dihydro-[2,4'-bipyridine]-1'(2'H)-carboxylate